OC[C@H]1CN(CCN1)C1=C2C(=NC=C1)N(CC2)C(=O)NC2=CC=1C(N=C2OC)=NN(C1)C (R)-4-(3-(hydroxymethyl)piperazin-1-yl)-N-(6-methoxy-2-methyl-2H-pyrazolo[3,4-b]pyridin-5-yl)-2,3-dihydro-1H-pyrrolo[2,3-b]pyridine-1-carboxamide